C[N+](C)(C)C(C)C1=CC=C(C=C1)C=C N,N,N-trimethyl-1-(4-vinylphenyl)ethylammonium